BrC1=CN=C2C=CC(=NC2=C1)/C(/C(=O)C1=NC(=C(C=C1)F)C)=C\N(C)C (E)-2-(7-bromo-1,5-naphthyridin-2-yl)-3-(dimethylamino)-1-(5-fluoro-6-methylpyridin-2-yl)prop-2-en-1-one